COC(N[C@H](C(=O)NC=1C(N(C=CC1)CC=1NC2=C(C=CC=C2C1)CC(C)C)=O)CC\C=C\C(=O)N(C)C)=O Methyl-(S,E)-(7-(dimethylamino)-1-((1-((7-isobutyl-1H-indol-2-yl)methyl)-2-oxo-1,2-dihydropyridin-3-yl)amino)-1,7-dioxohept-5-en-2-yl)carbamat